N-[2-[1-[(2,4-dimethoxyphenyl)methylamino]-4-methylphthalazin-6-yl]-4-(4,4,5,5-tetramethyl-1,3,2-dioxaborolan-2-yl)phenyl]-4-methylpentanamide COC1=C(C=CC(=C1)OC)CNC1=NN=C(C2=CC(=CC=C12)C1=C(C=CC(=C1)B1OC(C(O1)(C)C)(C)C)NC(CCC(C)C)=O)C